(1S,3S)-3-((2-Methyl-6-(1-methyl-5-(((propoxycarbonyl)amino)methyl)-1H-pyrazol-4-yl)pyridin-3-yl)oxy)-cyclohexan CC1=NC(=CC=C1OC1CCCCC1)C=1C=NN(C1CNC(=O)OCCC)C